O=C1NC(CCC1N1C(C2=CC=C(C=C2C1=O)OC1CCN(CC1)CC1CCNCC1)=O)=O 2-(2,6-dioxopiperidin-3-yl)-5-((1-(piperidin-4-ylmethyl)piperidin-4-yl)oxy)isoindoline-1,3-dione